5-(benzyloxy)-2-bromophenol C(C1=CC=CC=C1)OC=1C=CC(=C(C1)O)Br